(S)-1-(2-cyclopropyl-4-(4-(2-methoxyphenyl)piperidin-1-yl)quinazolin-6-yl)pyrrolidin-3-ol C1(CC1)C1=NC2=CC=C(C=C2C(=N1)N1CCC(CC1)C1=C(C=CC=C1)OC)N1C[C@H](CC1)O